C(C)(C)(C)N1C(C(=CC1=O)C1N(CCCC1)C1=CC=CC=C1)=O 1-(tert-Butyl)-3-(1-phenylpiperidin-2-yl)-1H-pyrrole-2,5-dione